N-(3-(3,4-DIHYDROQUINOLIN-1(2H)-YL)PHENYL)-2-FLUOROBENZENESULFONAMIDE N1(CCCC2=CC=CC=C12)C=1C=C(C=CC1)NS(=O)(=O)C1=C(C=CC=C1)F